N-[4-[(6,7-dimethoxy-1,5-naphthyridin-4-yl)oxy]phenyl]-5-(4-fluorophenyl)-4-hydroxypyridine-3-carboxamide COC=1N=C2C(=CC=NC2=CC1OC)OC1=CC=C(C=C1)NC(=O)C=1C=NC=C(C1O)C1=CC=C(C=C1)F